FC(C=1C(N(C=CC1)C1=NC=CC=C1)=O)(F)F 3-(trifluoromethyl)-2H-[1,2'-bipyridine]-2-one